FC1=CC(=CC2=C1NC([C@H](CO2)NC(=O)C2=NN1C(C=CC=C1C(C)C)=N2)=O)F N-[(3S)-6,8-difluoro-4-oxo-3,5-dihydro-2H-1,5-benzoxazepin-3-yl]-5-isopropyl-[1,2,4]triazolo[1,5-a]pyridine-2-carboxamide